3-(5-(2,6-dimethylphenyl)pyridin-3-yl)-3-(4-methyl-2-(4-methyl-2-oxopyridin-1(2H)-yl)pentanamido)propanoic acid CC1=C(C(=CC=C1)C)C=1C=C(C=NC1)C(CC(=O)O)NC(C(CC(C)C)N1C(C=C(C=C1)C)=O)=O